COC1=NC=CC(=C1)N1C(N=C(C2=C1N=C(C=C2)C(F)(F)F)NC)=O 1-(2-methoxypyridin-4-yl)-4-(methyl-amino)-7-(trifluoromethyl)pyrido[2,3-d]-pyrimidin-2(1H)-one